(S)-N-(1-(3-chloro-5-(2,2,2-trifluoroethoxy)phenyl)cyclopropyl)-3-hydroxy-3-(4-methylthiazol-2-yl)butanamide ClC=1C=C(C=C(C1)OCC(F)(F)F)C1(CC1)NC(C[C@@](C)(C=1SC=C(N1)C)O)=O